2-(1,3-dimethyl-4-(2-chloro-3-(1,3-dimethyl-1H-pyrazol-5-oxy)methyl-4-methanesulfonylbenzoyl)-1H-pyrazol-5-oxy)acetophenone CN1N=C(C(=C1OCC(=O)C1=CC=CC=C1)C(C1=C(C(=C(C=C1)S(=O)(=O)C)COC1=CC(=NN1C)C)Cl)=O)C